(5-cyclopropyl-3-(2,6-dichloro-4-methoxyphenyl)isoxazol-4-yl)methanol C1(CC1)C1=C(C(=NO1)C1=C(C=C(C=C1Cl)OC)Cl)CO